1,5-Naphthalenedicarboxylate C1(=CC=CC=2C(=CC=CC12)C(=O)[O-])C(=O)[O-]